ClC1=C(C(=O)N2COC3=C(C2)C=CC=C3C3=CC(=C(C(=O)O)C=C3F)N3C2COCC3CC2)C(=CC(=C1)N1CCN(CC1)CC(F)F)Cl 4-[3-[2,6-Dichloro-4-[4-(2,2-difluoroethyl)piperazin-1-yl]benzoyl]-2,4-dihydro-1,3-benzoxazin-8-yl]-5-fluoro-2-(3-oxa-8-azabicyclo[3.2.1]octan-8-yl)benzoic acid